[Mg].[C].FC=1C(=C(C(=O)N)C=C(C1F)CC1=C(C(=NC=C1)NS(NC)(=O)=O)F)NC=1C=CC2=C(C=CS2)C1F 3,4-difluoro-2-[(4-fluoro-1-benzothiophen-5-yl)amino]-5-[[3-fluoro-2-(methylsulfamoylamino)pyridin-4-yl]methyl]benzamide carbon magnesium